ClC=1C(=CC2=C(NC(=N2)OC=2C=CC(=C(C(=O)OC)C2)C)C1)C1=CC=C(C=C1)C1=CC=C(C=C1)CNCCOCCO methyl 5-((6-chloro-5-(4'-(((2-(2-hydroxyethoxy)ethyl)amino)methyl)-[1,1'-biphenyl]-4-yl)-1H-benzo[d]imidazol-2-yl)oxy)-2-methylbenzoate